methyl (1S,2R)-2-((6-bromoimidazo[1,2-a]pyrazin-2-yl)carbamoyl)cyclopropane-1-carboxylate BrC=1N=CC=2N(C1)C=C(N2)NC(=O)[C@H]2[C@H](C2)C(=O)OC